N[C@H](C(=O)O)CC(=O)C1=C(C(=CC=C1)O)N (S)-2-amino-4-(2-amino-3-hydroxyphenyl)-4-oxobutanoic acid